N-tert-butyl-6-(3-chloro-5-fluoro-anilino)-3-methoxy-pyridine-2-carboxamide C(C)(C)(C)NC(=O)C1=NC(=CC=C1OC)NC1=CC(=CC(=C1)F)Cl